CC(=O)CCC(C)C methyl-isoamyl ketone